C(C)(C)(C)O t-butaneol